CN(CCNC(=O)C1=CC2=C(N(C(C(N2C)=O)=O)C2CCN(CC2)CC2=CC=C(C=C2)OC(F)(F)F)N=C1)C N-(2-(dimethylamino)ethyl)-1-methyl-2,3-dioxo-4-(1-(4-(trifluoromethoxy)benzyl)piperidin-4-yl)-1,2,3,4-tetrahydropyrido[2,3-b]pyrazine-7-carboxamide